dimethyl-hydroxyethane CC(C)(O)C